5-(7-(4,4-difluoropiperidine-1-carbonyl)isoquinolin-4-yl)-2-methylisoindolin-1-one FC1(CCN(CC1)C(=O)C1=CC=C2C(=CN=CC2=C1)C=1C=C2CN(C(C2=CC1)=O)C)F